N1(CCC[C@H]2CCCC[C@H]12)C([C@@H](CNC)N(CC1=C(C=C(C=C1)OC)F)C1CC1)=O (2R)-1-[(4aR,8aS)-3,4,4a,5,6,7,8,8a-Octahydro-2H-quinolin-1-yl]-2-[cyclopropyl-[(2-fluoro-4-methoxy-phenyl)methyl]amino]-3-(methylamino)propan-1-one